ClC=1C(=NC(=NC1)NC=1SC(=NN1)C)C1=CC=C2CN(C(C2=C1)=O)CC(=O)N[C@H](CO)C1=CC(=CC=C1)C 2-(6-{5-chloro-2-[(5-methyl-1,3,4-thiadiazol-2-yl)amino]pyrimidin-4-yl}-1-oxo-2,3-dihydro-1H-isoindol-2-yl)-N-[(1S)-2-hydroxy-1-(3-methylphenyl)ethyl]acetamide